trisodium phosphoformate P(=O)(=O)C(=O)[O-].[Na+].[Na+].[Na+].P(=O)(=O)C(=O)[O-].P(=O)(=O)C(=O)[O-]